N1=C(N=CC=C1)C1(CCC(CC1)N)N (pyrimidin-2-yl)cyclohexane-1,4-diamine